1-(4-methyl-1-azabicyclo[3.2.2]non-4-yl)-3-(2-(4'-morpholino-[1,1'-biphenyl]-4-yl)propan-2-yl)urea CC1(CCN2CCC1CC2)NC(=O)NC(C)(C)C2=CC=C(C=C2)C2=CC=C(C=C2)N2CCOCC2